ClC=1C=C(C#N)C=C(C1)OC1=C(N=CN(C1=O)CC1=NNC(C(=C1)C=1C=CC2=C(CCO2)C1)=O)C(F)(F)F 3-chloro-5-((1-((5-(2,3-dihydrobenzofuran-5-yl)-6-oxo-1,6-dihydropyridazin-3-yl)methyl)-6-oxo-4-(trifluoromethyl)-1,6-dihydropyrimidin-5-yl)oxy)benzonitrile